NC(C(=O)O)C(C)(C)C 2-amino-3,3-dimethyl-butyric acid